4-(2-((tert-butyldimethylsilyl)oxy)ethoxy)-2-isopropylpyridin-3-amine [Si](C)(C)(C(C)(C)C)OCCOC1=C(C(=NC=C1)C(C)C)N